C(C)(C)(C)C=1C=C(C=C(C1)C(C)(C)C)C1=CC=C2CCC3(C2=C1CO)CCC1=CC=C(C(=C13)CO)C1=CC(=CC(=C1)C(C)(C)C)C(C)(C)C (R)-6,6'-bis(3,5-di-tert-butylphenyl)-1,1'-spirobiindane-7,7'-dimethanol